FC1C(CNC1)C1=CNC2=CC=CC=C12 3-(4-fluoropyrrolidine-3-yl)-1H-indole